ClC=1SC(=CN1)CN1C=CC=C2C1=NC(N(C2=O)C#N)=O 8-((2-chlorothiazol-5-yl)methyl)-2,4-dioxo-4,8-dihydropyrido[2,3-d]pyrimidine-3(2H)-carbonitrile